FC(=C)C1=CC2=C(OC3=C2C=CC=C3)C=C1 2-(1-fluorovinyl)dibenzo[b,d]furan